ClC1=CC(=C(C=C1C)O)C1CCC1 4-chloro-2-cyclobutyl-5-methyl-phenol